NCCNC1=NC=CC(=N1)C=1C(=NC=CC1)OC1=C(C(=C(C=C1)NS(=O)(=O)CC1=CC=CC=C1)F)F N-(4-((3-(2-((2-aminoethyl)amino)pyrimidin-4-yl)pyridin-2-yl)oxy)-2,3-difluorophenyl)-1-phenylmethanesulfonamide